(3S)-3-((tert-butoxycarbonyl)amino)-1-(cyclopropylamino)-1-oxo-6-(3-((2,2,4,6,7-pentamethyl-2,3-dihydrobenzofuran-5-yl)sulfonyl)guanidino)hexan-2-yl acetate C(C)(=O)OC(C(=O)NC1CC1)[C@H](CCCNC(=N)NS(=O)(=O)C=1C(=C(C2=C(CC(O2)(C)C)C1C)C)C)NC(=O)OC(C)(C)C